C(CCCCCCCC)NC(=O)C=1OC(=CC1)C(=O)NCCCCCCCCC N2,N5-dinonylfuran-2,5-dicarboxamide